dimethyl 2,4-furandicarboxylate O1C(=CC(=C1)C(=O)OC)C(=O)OC